5-(4-isobutoxyphenyl)thio-3-(1,4,5,6,7,8,9-heptahydroquinolizin-2-yl)-benzofuran acetate C(C)(=O)O.C(C(C)C)OC1=CC=C(C=C1)SC=1C=CC2=C(C(=CO2)C=2CC3CCCCN3CC2)C1